6-(3-fluoro-5-(3-(methylamino)prop-1-yn-1-yl)phenethyl)-4-methylpyridin-2-amine FC=1C=C(CCC2=CC(=CC(=N2)N)C)C=C(C1)C#CCNC